C(C1=CC=CC=C1)OC1=NC(=CC=C1C1=CC=C(C=C1)N1[C@H](CN(CC1)C(=O)OC(C)(C)C)C)OCC1=CC=CC=C1 tert-butyl (S)-4-(4-(2,6-bis(benzyloxy)pyridin-3-yl)phenyl)-3-methylpiperazine-1-carboxylate